ClC=1N=NC(=CC1)OCC1=C(N=NN1C1=CC=C(C=C1)C(F)F)C 3-chloro-6-((1-(4-(difluoromethyl)phenyl)-4-methyl-1H-1,2,3-triazol-5-yl)methoxy)pyridazine